(2R,5S)-2,5-dimethyl-4-(1-toluenesulfonyl-3-vinyl-1H-pyrrolo[3,2-c]pyridin-4-yl)piperazine-1-carboxylic acid tert-butyl ester C(C)(C)(C)OC(=O)N1[C@@H](CN([C@H](C1)C)C1=NC=CC2=C1C(=CN2S(=O)(=O)CC2=CC=CC=C2)C=C)C